4,10-diazanonadecan-19-aminium 2,2,2-trifluoroacetate FC(C(=O)[O-])(F)F.CCCNCCCCCNCCCCCCCCC[NH3+]